(2r,3r,4r,5s)-3,4,5-tris(benzyloxy)-2-methyl-1-((4-phenylcyclohexyl)methyl)piperidine C(C1=CC=CC=C1)O[C@@H]1[C@H](N(C[C@@H]([C@H]1OCC1=CC=CC=C1)OCC1=CC=CC=C1)CC1CCC(CC1)C1=CC=CC=C1)C